C1=CC=C(C=2SC3=C(C21)C=CC=C3)C=3C=C(C=CC3)N3CN=C2C(=C3)C3=C(O2)C(=CC=C3)C3=CC(=CC=C3)C3=CC=CC2=C3SC3=C2C=CC=C3 3,8-bis[3-(dibenzothiophen-4-yl)phenyl]benzofuro[2,3-d]pyrimidine